[Ca].C(CCCCCCCC)OS(=O)(=O)CCCCCCCCC dinonyl-sulfonic acid calcium salt